FC1=C2C=C(NC2=C(C=C1)F)C(=O)N1CC=2N(CC1)N=CC2C(=O)N(C)C2(CC2)COC(F)F 5-(4,7-difluoro-1H-indole-2-carbonyl)-N-{1-[(difluoromethoxy)methyl]cyclopropyl}-N-methyl-4H,5H,6H,7H-pyrazolo[1,5-a]pyrazine-3-carboxamide